3-{5-[(4-carbamimidoylphenyl)methoxy]-4-cyano-3-[2-oxo-1-(pyrrolidine-1-carbonyl)piperidin-3-yl]-1H-pyrazole-1-carbonyl}-2-chlorobenzoic acid C(N)(=N)C1=CC=C(C=C1)COC1=C(C(=NN1C(=O)C=1C(=C(C(=O)O)C=CC1)Cl)C1C(N(CCC1)C(=O)N1CCCC1)=O)C#N